5-(benzyloxy)-4-ethoxy-2-nitrobenzoic acid methyl ester COC(C1=C(C=C(C(=C1)OCC1=CC=CC=C1)OCC)[N+](=O)[O-])=O